N-[3-(tetradecylamino)-3-oxo-propyl]-2-methyl-prop-2-enamide C(CCCCCCCCCCCCC)NC(CCNC(C(=C)C)=O)=O